6-bromo-2'-(trifluoromethyl)spiro[2,3-dihydroisoquinoline-4,1'-cyclopropane] BrC=1C=C2C(=CC1)CNCC21C(C1)C(F)(F)F